N1(CCNCC1)N[C@@H](C)C(=O)O (1-piperazinyl)alanine